(5-((4',5-difluoro-2'-(2-fluoropropan-2-yl)-[1,1'-biphenyl]-2-yl)oxy)pyrimidin-4-yl)-2,6-diazaspiro[3.3]heptane-2-carboxylic acid tert-butyl ester C(C)(C)(C)OC(=O)N1C(C2(C1)CNC2)C2=NC=NC=C2OC2=C(C=C(C=C2)F)C2=C(C=C(C=C2)F)C(C)(C)F